ClC1=C(OC2=C(C(=O)N)C=CC=N2)C=CC(=C1)CC(=O)NC1=NC2=C(N1CC1CC1)C=CC(=C2)C(F)(F)F 2-(2-chloro-4-(2-((1-(cyclopropylmethyl)-5-(trifluoro-methyl)-1H-benzo[d]-imidazol-2-yl)-amino)-2-oxo-ethyl)phenoxy)-nicotinamide